(1S,3R)-2-(4-cyclopropylphenyl)-6-(1-ethyl-1H-pyrazol-4-yl)-1-(6-fluoropyridin-3-yl)-3-methyl-1,2,3,4-tetrahydroisoquinoline C1(CC1)C1=CC=C(C=C1)N1[C@@H](C2=CC=C(C=C2C[C@H]1C)C=1C=NN(C1)CC)C=1C=NC(=CC1)F